COC1=CC=C(C=C1)N[C@H](C(=O)OC)C(C#C)(C)C methyl (2S)-2-[(4-methoxyphenyl)amino]-3,3-dimethylpent-4-ynoate